C(C)C=1C(=NC=C(C1)OC)C(=O)N (ethyl)-5-methoxypicolinamide